N-((5-cyclopropyl-1H-indazol-4-yl)methyl)-4-fluoro-3-(trifluoromethyl)benzamide C1(CC1)C=1C(=C2C=NNC2=CC1)CNC(C1=CC(=C(C=C1)F)C(F)(F)F)=O